Tri(3,4-dimethyl-2-pentyl)citrat CC(C(C)C(C(C(C(=O)[O-])(C(C)C(C(C)C)C)C(C)C(C(C)C)C)(O)C(=O)[O-])C(=O)[O-])C(C)C